4-(5-(1-benzyl-1H-pyrazol-4-yl)-1-methyl-2-oxo-1,2-dihydro-pyridin-4-yl)benzamide C(C1=CC=CC=C1)N1N=CC(=C1)C=1C(=CC(N(C1)C)=O)C1=CC=C(C(=O)N)C=C1